CC=1SC(=C(C1C(=O)NC1CC2(CC(C2)C(=O)O)C1)CC1=CC=C(C=C1)C=1C=NC=CC1)C 6-(2,5-dimethyl-4-(4-(pyridin-3-yl)benzyl)thiophene-3-carboxamido)spiro[3.3]heptane-2-carboxylic acid